3-(azidomethyl)-7-chloro-1H-indole N(=[N+]=[N-])CC1=CNC2=C(C=CC=C12)Cl